NC=1C2=C(N=CN1)N(C(=C2C2=CC=C(C=C2)OC2=CC=CC=C2)C#CC2CCN(CC2)C(C=C)=O)C2CC(C2)O 1-(4-((4-amino-7-(3-hydroxycyclobutyl)-5-(4-phenoxyphenyl)-7H-pyrrolo[2,3-d]pyrimidin-6-yl)ethynyl)piperidin-1-yl)prop-2-en-1-one